(R)-N-((5-(1-((5-chloro-4-(5,5-dimethyl-5,6-dihydro-4H-pyrrolo[1,2-b]pyrazol-3-yl)pyridin-2-yl)amino)-1-oxopropan-2-yl)-[2,3'-bipyridin]-6'-yl)methyl)acrylamide ClC=1C(=CC(=NC1)NC([C@H](C)C=1C=CC(=NC1)C=1C=NC(=CC1)CNC(C=C)=O)=O)C1=C2N(N=C1)CC(C2)(C)C